5-bromo-7-isoquinolinecarboxylic acid methyl ester COC(=O)C1=CC(=C2C=CN=CC2=C1)Br